2-(3',4'-bis(10-methylphenazin-5(10H)-yl)-5',6'-diphenyl-[1,1':2',1''-terphenyl]-3-yl)benzo[d]thiazole CN1C2=CC=CC=C2N(C=2C=CC=CC12)C1=C(C(=C(C(=C1N1C=2C=CC=CC2N(C2=CC=CC=C12)C)C1=CC=CC=C1)C1=CC=CC=C1)C1=CC(=CC=C1)C=1SC2=C(N1)C=CC=C2)C2=CC=CC=C2